N-(rac-(2R,3S)-1-(1-(4-fluorophenyl)-1H-indol-5-yl)-5-oxo-2-phenylpyrrolidin-3-yl)cyclopropanecarboxamide FC1=CC=C(C=C1)N1C=CC2=CC(=CC=C12)N1[C@@H]([C@H](CC1=O)NC(=O)C1CC1)C1=CC=CC=C1 |r|